3-deaza-3-fluoro-adenosine triphosphate P(O)(=O)(OP(=O)(O)OP(=O)(O)O)OC[C@@H]1[C@H]([C@H]([C@@H](O1)N1C=NC=2C(N)=NC=C(C12)F)O)O